C1(=CC=CC=C1)N1N=CC(=C1O)C(CCCCCCCCCCC)=O 1-phenyl-4-lauroyl-5-hydroxy-pyrazole